bicyclo[1.1.0]butan-1-yl(7-(4-(trifluoromethyl)-phenoxy)-3,4-dihydro-isoquinolin-2(1H)-yl)-methanone C12(CC2C1)C(=O)N1CC2=CC(=CC=C2CC1)OC1=CC=C(C=C1)C(F)(F)F